(R)-1-(4-((1-(3-(difluoromethyl)-2-fluorophenyl)prop-2-yn-1-yl)amino)-2-methyl-7-oxopyrido[4,3-d]pyrimidin-6(7H)-yl)cyclopropane-1-carbonitrile FC(C=1C(=C(C=CC1)[C@@H](C#C)NC=1C=2C(N=C(N1)C)=CC(N(C2)C2(CC2)C#N)=O)F)F